C(\C=C\C(=O)[O-])(=O)OC(C)(CC)C1CCC(CC1)C(C)C (4-isopropylcyclohexyl)sec-butyl fumarate